FC=1C=C(C=C(C1)F)C1=CC(=NO1)COCC(CCCCN1C[C@@H]([C@H]([C@@H]([C@H](C1)O)O)O)O)F (3S,4R,5R,6S)-1-(6-{[5-(3,5-difluorophenyl)-1,2-oxazol-3-yl]methoxy}-5-fluorohexyl)-3,4,5,6-azepanetetrol